C12(CC3CC(CC(C1)C3)C2)N(CCCCNC(OC(C)(C)C)=O)C tert-butyl (4-((adamantan-1-yl)(methyl)amino)butyl)carbamate